2-(bromomethyl)-4-chloro-1-methylbenzene BrCC1=C(C=CC(=C1)Cl)C